FC1(C(C1)OCCOC(C1=CC=CC=C1)=O)F benzoic acid (2-(2,2-difluorocyclopropoxy) ethyl) ester